2-(4-((4-Methoxybenzyl)oxy)-2-vinylphenyl)-4,4,5,5-tetramethyl-1,3,2-dioxaborolane COC1=CC=C(COC2=CC(=C(C=C2)B2OC(C(O2)(C)C)(C)C)C=C)C=C1